4-(trifluoromethyl)-1,3-thiazole-2-sulfonyl chloride FC(C=1N=C(SC1)S(=O)(=O)Cl)(F)F